6-(4-Amino-4-methylpiperidin-1-yl)-3-(2,3-dichlorophenyl)-1H-pyrazolo[3,4-d]pyrimidine-4-carbonitrile NC1(CCN(CC1)C1=NC(=C2C(=N1)NN=C2C2=C(C(=CC=C2)Cl)Cl)C#N)C